trans-4-(tert-butyl)cyclohexyl ((((2R,3S,4R,5S)-5-(4-aminopyrrolo[2,1-f][1,2,4]triazin-7-yl)-2-cyano-3,4-dihydroxytetrahydrofuran-2-yl)methoxy)(phenoxy)phosphoryl)-L-alaninate NC1=NC=NN2C1=CC=C2[C@H]2[C@@H]([C@@H]([C@@](O2)(C#N)COP(=O)(OC2=CC=CC=C2)N[C@@H](C)C(=O)O[C@@H]2CC[C@H](CC2)C(C)(C)C)O)O